(3R,5'S)-1'-((S)-2-(6-fluoro-1,1-dimethyl-3-oxoisoindolin-2-yl)-4,4-dimethylpentanoyl)-2-oxospiro[indoline-3,3'-pyrrolidine]-5'-carbonitrile FC1=CC=C2C(N(C(C2=C1)(C)C)[C@H](C(=O)N1C[C@]2(C[C@H]1C#N)C(NC1=CC=CC=C12)=O)CC(C)(C)C)=O